C(C)OC(C(C(=O)OCC)C=1C=NC(=CC1)C)=O 2-(6-methyl-3-pyridinyl)malonic acid diethyl ester